copper (II) tris(2-dimethylaminoethyl)amine CN(CCN(CCN(C)C)CCN(C)C)C.[Cu+2]